((2-(piperidin-4-yl)ethyl)azanediyl)bis(hexane-6,1-diyl) bis(2-hexyldecanoate) C(CCCCC)C(C(=O)OCCCCCCN(CCCCCCOC(C(CCCCCCCC)CCCCCC)=O)CCC1CCNCC1)CCCCCCCC